[Na+].C(C)(=O)OC1=C2C=CC3=C(C=C(C4=CC=C(C(=C1)OC(C)=O)C2=C43)S(=O)(=O)[O-])S(=O)(=O)[O-].[Na+] 6,8-diacetoxypyrene-1,3-disulfonic acid sodium salt